tert-butyl [3-bromo-5-chloro-4-(trifluoromethyl)phenyl]carbamate BrC=1C=C(C=C(C1C(F)(F)F)Cl)NC(OC(C)(C)C)=O